COC1=C(CN(C2=C3C(=C(N=N2)OC(C)C)N(C(=N3)CCCC)CC3=CC=C(CNC(OC(C)(C)C)=O)C=C3)CC3=C(C=C(C=C3)OC)OC)C=CC(=C1)OC tert-butyl (4-((4-(bis(2,4-dimethoxybenzyl)amino)-2-butyl-7-isopropoxy-1H-imidazo[4,5-d]pyridazin-1-yl)methyl)benzyl)carbamate